OC=1C=C(C=CC1O)C=1OC2=C(C1)C(=CC=C2O)/C=C/C(=O)NC2CCN(CC2)C (E)-3-(2-(3,4-dihydroxyphenyl)-7-hydroxybenzofuran-4-yl)-N-(1-methylpiperidin-4-yl)acrylamide